tert-butyl 3-(((S)-1-(3,5-difluorophenyl)-4-hydroxybutyl)carbamoyl)-3-hydroxy-8-azabicyclo[3.2.1]octane-8-carboxylate FC=1C=C(C=C(C1)F)[C@H](CCCO)NC(=O)C1(CC2CCC(C1)N2C(=O)OC(C)(C)C)O